OCC[O-] 2-hydroxyethanolat